ClS(=O)(=O)C1=CC=C(C=C1)N(C(OCC)=O)C ethyl (4-(chlorosulfonyl)phenyl)(methyl)carbamate